FC=1C=C2C(=CN(C2=CC1)CCCO)NC(=O)N1CC2=CC=C(C=C2CC1)C1=CC=CC=C1 N-(5-fluoro-1-(3-hydroxypropyl)-1H-indol-3-yl)-6-phenyl-3,4-dihydroisoquinoline-2(1H)-Formamide